C(C)(C)(C)C=1C(=C(C(=NC1OC)C1=NC(=CC=C1O)OC)O)C(C)(C)C Di-tert-butyl-6,6'-dimethoxy-3,3'-dihydroxy-2,2'-bipyridine